Monohexyl Fumarate C(\C=C\C(=O)[O-])(=O)OCCCCCC